lithium dodecyl benzenedisulfonate C=1(C(=CC=CC1)S(=O)(=O)[O-])S(=O)(=O)OCCCCCCCCCCCC.[Li+]